CC1=C(SC2=C(N=C(C=C21)C=2C=NC(=NC2)N)N2CCOCC2)CN2CCN(CC2)S(=O)(=O)C 5-[3-methyl-2-[(4-methylsulfonylpiperazin-1-yl)methyl]-7-morpholino-thieno[2,3-c]pyridin-5-yl]pyrimidin-2-amine